C(C)(=O)C1=NN(C2=CC=C(C=C12)C=1C=NC(=NC1)NCCCCCCCCCC=C)CC(=O)O 2-(3-acetyl-5-(2-(undec-10-en-1-ylamino)pyrimidin-5-yl)-1H-indazol-1-yl)acetic acid